(2-((2-methoxy-4-vinylphenoxy)methoxy)ethyl)trimethylsilane COC1=C(OCOCC[Si](C)(C)C)C=CC(=C1)C=C